CC1=C(C=C2CC[C@@](OC2=C1C)(C)CCC[C@H](C)CCC[C@H](C)CCCC(C)C)OC(=O)C gamma-tocopheryl acetate